styrene-acrylic acid-2-ethylhexyl ester C(C)C(COC(C=CC=CC1=CC=CC=C1)=O)CCCC